FC1=CC=CC(=N1)OC 6-fluoro-2-methoxypyridine